N-phenyl-Aniline tert-butyl-(2S,4R)-2-[(6-chloropyrazolo[3,4-d]pyrimidin-1-yl)methyl]-4-fluoro-pyrrolidine-1-carboxylate C(C)(C)(C)OC(=O)N1[C@@H](C[C@H](C1)F)CN1N=CC=2C1=NC(=NC2)Cl.C2(=CC=CC=C2)NC2=CC=CC=C2